(2-(1-acetylpiperidin-4-yl)-7-amino-6-fluoro-4-oxo-4H-chromen-8-yl)sulfamic acid C(C)(=O)N1CCC(CC1)C=1OC2=C(C(=C(C=C2C(C1)=O)F)N)NS(O)(=O)=O